NC/C=C/CNC1=NC(N(C2=CC(=CC=C12)C(F)(F)F)C=1C=NC=CC1)=O (E)-4-((4-aminobut-2-en-1-yl)amino)-1-(pyridin-3-yl)-7-(trifluoromethyl)quinazolin-2(1H)-one